FC=1C(=C(C=CC1F)C(=O)N1CC(C1)NC(CN)=O)NC1=C(C=C(C=C1)I)F N-[1-({3,4-difluoro-2-[(2-fluoro-4-iodophenyl)amino]phenyl}carbonyl)azetidin-3-yl]glycinamide